COC=1C=C2C(=NC=NC2=CC1OC)NCC1=CC=C(C=C1)S(=O)(=O)N 4-(((6,7-dimethoxyquinazolin-4-yl)amino)methyl)benzenesulfonamide